[N+](=O)([O-])C1=CC=C(C=C2CN(C2)C(=O)OC(C)(C)C)C=C1 tert-butyl 3-(4-nitrobenzylidene)azetidine-1-carboxylate